N-(2-phenylphenyl)benzamide C1(=CC=CC=C1)C1=C(C=CC=C1)NC(C1=CC=CC=C1)=O